OC=1C=CC(=NC1)NC(=O)C1CCC(CC1)C1=CC=CC=C1 (1r,4r)-N-(5-hydroxy-pyridin-2-yl)-4-phenyl-cyclohexane-1-carboxamide